C1(CCCC1)[C@@H](CC#N)N1N=CC(=C1)C=1C2=C(N=CN1)NC=C2 (3R)-3-cyclopentyl-3-[4-(7H-pyrrolo[2,3-d]pyrimidin-4-yl)-1H-pyrazol-1-yl]propionitrile